N2,N2-bis(4-methoxybenzyl)-N4-((2,2,5-trimethyl-1,3-dioxan-5-yl)methyl)-5,6,7,8-tetra-hydroquinoline-2,3,4-triamine COC1=CC=C(CN(C2=NC=3CCCCC3C(=C2N)NCC2(COC(OC2)(C)C)C)CC2=CC=C(C=C2)OC)C=C1